C(C)OC1=NN(C2=NC(=CN=C21)N2CC1(CN(C1)C1=CC(=NC=C1)C(F)(F)F)CC2)C2COC2 3-ethoxy-1-(oxetan-3-yl)-6-(2-(2-(trifluoromethyl)pyridin-4-yl)-2,6-diazaspiro[3.4]octan-6-yl)-1H-pyrazolo[3,4-b]pyrazine